C(CO)/C=C/CC(=O)O The molecule is a medium-chain hydroxy fatty acid comprising 3-hexenoic acid carrying a 6-hydroxy substituent. It is a medium-chain fatty acid, a straight-chain fatty acid, a hydroxy monounsaturated fatty acid and a homoallylic alcohol. It derives from a 3-hexenoic acid.